N-[(15aS,16R,17S)-7-chloro-17-fluoro-2-methyl-1-oxo-2,3,15a,16,17,18-hexahydro-1H,15H-4,8-(azeno)-10,14-(metheno)pyrrolo[1,2-j][1,8,10]oxadiazacycloheptadecin-16-yl]ethanesulfonamide ClC1=C2OC=3C=CC=C(C[C@@H]4N(C(N(CC(C=C1)=N2)C)=O)C[C@@H]([C@@H]4NS(=O)(=O)CC)F)C3